C(C1=CC=CC=C1)OC1=CC(=C(C=C1)NC=1C=C(C=CC1)C(C(=O)O)NCCC1CCCCC1)C1CC1 2-(3-{[4-(Benzyloxy)-2-cyclopropylphenyl]amino}phenyl)-2-[(2-cyclohexylethyl)amino]acetic acid